C(C=C)(=O)N1C[C@@H]2COC3=C(C(N2CC1)=O)C(=NC(=C3Cl)C3=C(C=CC=C3O)F)N3C(CN(CC3)C3COC3)C (6aR)-8-acryloyl-4-chloro-3-(2-fluoro-6-hydroxyphenyl)-1-(2-methyl-4-(oxetan-3-yl)piperazin-1-yl)-6,6a,7,8,9,10-hexahydro-12H-pyrazino[2,1-c]pyrido[3,4-f][1,4]oxazepin-12-one